2-(3-chlorophenyl)-N-((2-(2,6-dioxopiperidin-3-yl)-1-oxoisoindolin-5-yl)methyl)-2,2-difluoroacetamide ClC=1C=C(C=CC1)C(C(=O)NCC=1C=C2CN(C(C2=CC1)=O)C1C(NC(CC1)=O)=O)(F)F